(2s,5r)-1-(2-([1,1'-biphenyl]-4-yl)acetyl)-5-(2-chlorophenyl)pyrrolidine-2-carboxylic acid C1(=CC=C(C=C1)CC(=O)N1[C@@H](CC[C@@H]1C1=C(C=CC=C1)Cl)C(=O)O)C1=CC=CC=C1